2-fluoro-N-((R)-3-methyl-1-((R)-9-methyl-10-oxo-7-phenyl-3,9-diazaspiro[5.5]undecan-3-yl)-1-oxobutan-2-yl)-5-(trifluoromethyl)benzamide FC1=C(C(=O)N[C@@H](C(=O)N2CCC3(CC2)[C@@H](CN(C(C3)=O)C)C3=CC=CC=C3)C(C)C)C=C(C=C1)C(F)(F)F